C(#N)C=1C(=NC2=CC(=CC=C2C1)[C@@H]1N(C[C@H](CC1)C)C(C(=O)NC=1C=NC(=C(C(=O)N)C1)OC)=O)C1CCN(CC1)C 5-(2-((2R,5S)-2-(3-cyano-2-(1-methylpiperidin-4-yl)quinolin-7-yl)-5-methylpiperidin-1-yl)-2-oxoacetamido)-2-methoxynicotinamide